C(C)(C)(C)S(=O)\N=C/C1=CC(=NC=C1)NC(OC(C)(C)C)=O tert-butyl (Z)-(4-(((tert-butylsulfinyl)imino)methyl)pyridin-2-yl)carbamate